9,9-bis(2-methylbutoxy)-7-nonynoic acid butyl ester C(CCC)OC(CCCCCC#CC(OCC(CC)C)OCC(CC)C)=O